indium gallium phosphorus (Iii) [P+3].[Ga+3].[In+3]